(R)-3-(N-ethyl-N-(2,2,2-trifluoro-1-(4-fluorophenyl)ethyl)sulfamoyl)-1H-pyrazolo[4,3-b]pyridine-1-carboxylate C(C)N(S(=O)(=O)C1=NN(C=2C1=NC=CC2)C(=O)[O-])[C@@H](C(F)(F)F)C2=CC=C(C=C2)F